ClC1=CC=C2C(=CNC2=C1)\C=C\1/NC(N(C1=O)CC1=CC=C(C#N)C=C1)=O (Z)-4-((4-((6-chloro-1H-indol-3-yl)methylene)-2,5-dioxoimidazolidin-1-yl)methyl)benzonitrile